N-methyl-4-hexyl-N-octadecyl-aniline CN(C1=CC=C(C=C1)CCCCCC)CCCCCCCCCCCCCCCCCC